C[C@@](C(=O)O)(CCC(N1CC(CCC1)C1=CC=CC=C1)=O)NC(=O)OC(C)(C)C.N[C@@H](C)C(=O)N[C@@H](CCC(N)=O)C(=O)O alanyl-L-glutamine Methyl-(2S)-2-((tert-butoxycarbonyl)amino)-5-oxo-5-(3-phenylpiperidin-1-yl)pentanoate